C(CCCCCCCCCCC)OC1=CC=C(C(=O)OCC(COC(C2=CC=C(C=C2)OCCCCCCCCCCCC)=O)(COC(C2=CC=C(C=C2)OCCCCCCCCCCCC)=O)COC(=O)C2=C(NC=C2C)C)C=C1 2-(((2,4-Dimethyl-1H-pyrrole-3-carbonyl)oxy)methyl)-2-(((4-(dodecyloxy)benzoyl)oxy)methyl)propane-1,3-diyl bis(4-(dodecyloxy)benzoate)